1-tert-butyl-1-aza-2,5-disilacyclopentane C(C)(C)(C)N1[SiH2]CC[SiH2]1